(5s,7s)-2-(cyclopropyl-deutero-fluoro-methyl)-7-fluoro-5-phenyl-6,7-dihydro-5H-pyrrolo[1,2-b][1,2,4]triazole C1(CC1)C(C=1N=C2N(N1)[C@@H](C[C@@H]2F)C2=CC=CC=C2)(F)[2H]